tert-butyl 4-[(2S)-2-(4-chloro-2-fluorophenyl)-2-methyl-1,3-benzodioxol-4-yl]piperidine-1-carboxylate ClC1=CC(=C(C=C1)[C@@]1(OC2=C(O1)C=CC=C2C2CCN(CC2)C(=O)OC(C)(C)C)C)F